C(C)(=O)O[C@@H]1C[C@@]2(C([C@H]3[C@H]4[C@@H]5CC[C@H]([C@@H](CC[C@@H](CC)C(C)C)C)[C@]5(CC[C@@H]4[C@]2(CC1)CO3)C)=O)O 3β-acetoxy-5α-hydroxy-7β,19-epoxy-stigmastan-6-one